BrCCOCCN1C(=C(C2=CC=CC(=C12)F)C#N)C1=CC=NN1 1-(2-(2-bromoethoxy)ethyl)-7-fluoro-2-(1H-pyrazol-5-yl)-1H-indole-3-carbonitrile